1-(5,8-dioxaspiro[3.4]octan-2-ylmethyl)-3,7-dimethyl-1H-purine-2,6(3H,7H)-dione C1C(CC12OCCO2)CN2C(N(C=1N=CN(C1C2=O)C)C)=O